2-isovaleryl-indan-1,3-dione C(CC(C)C)(=O)C1C(C2=CC=CC=C2C1=O)=O